NC[C@H](C(=O)NC=1C=C2C=CN=CC2=CC1)C1=CC=C(C=C1)CO (R)-3-amino-2-(4-(hydroxymethyl)phenyl)-N-(isoquinolin-6-yl)propionamide